C(C)(C)(C)C=1C(=C(C=C(C1)C)C(C(=O)O)C)O (5-tert-butyl-4-hydroxy-3-tolyl)-propionic acid